ClC=1C=C(C=CC1N1C(N(C=C1)C)=O)C1=C(C(=CC(=C1)F)C1=CC(=NC=C1)F)O 1-(3-chloro-5'-fluoro-3'-(2-fluoropyridin-4-yl)-2'-hydroxy-[1,1'-biphenyl]-4-yl)-3-methyl-1H-imidazol-2(3H)-one